CC(C)(OC1=C(C=CC=C1)C(C)=O)C 2'-dimethylethoxyacetophenone